γ-glycidoxypropyl(ethyl)dimethoxysilane C(C1CO1)OCCC[Si](OC)(OC)CC